2-bromo-3-chloro-5,6-difluorobenzoic acid methyl ester COC(C1=C(C(=CC(=C1F)F)Cl)Br)=O